3-Ethyl-N-{(1S)-1-(trans-4-methylcyclohexyl)-2-oxo-2-[4-(tetrahydropyran-4-yl)anilino]-ethyl}isoxazole-4-carboxamide C(C)C1=NOC=C1C(=O)N[C@H](C(NC1=CC=C(C=C1)C1CCOCC1)=O)[C@@H]1CC[C@H](CC1)C